2-chloro-4-[(3S,4S)-3,4-difluoropyrrolidin-1-yl]-5-[(Z)-2-ethoxyethenyl]pyrimidine ClC1=NC=C(C(=N1)N1C[C@@H]([C@H](C1)F)F)\C=C/OCC